FC1(CCN(CC1)C(=O)C=1C=CC(=C(C1)NC(=O)NC1COCC1)C)C1=NC=C(C=C1)OC 1-(5-(4-fluoro-4-(5-methoxypyridin-2-yl)piperidine-1-carbonyl)-2-methylphenyl)-3-(tetrahydrofuran-3-yl)urea